(4-bromo-6-chloropyridin-3-yl)boric acid BrC1=C(C=NC(=C1)Cl)OB(O)O